3-[(difluoromethyl)sulfonyl]benzenamine FC(S(=O)(=O)C=1C=C(C=CC1)N)F